C(#N)C(=CC(C)C)C=O 4-cyano-2-methyl-5-oxopent-3-en